CC1NC(C(=C(N1)C)CN1C=NC(=C(C1=O)OC1=C(C=C(C#N)C=C1C)OC)C(C(F)(F)F)(F)F)=O 4-((1-((2,4-dimethyl-6-oxo-2,6-dihydropyrimidin-5-yl)methyl)-6-oxo-4-(perfluoroethyl)-1,6-dihydropyrimidin-5-yl)oxy)-3-methoxy-5-methylbenzonitrile